FC1=C(C(=CC=C1)F)C1=N[C@H](C2=NC(=NN2C=2SC=3OCCOCC3C12)C)C (7S)-9-(2,6-difluorophenyl)-4,7-dimethyl-13,16-dioxa-18-thia-2,3,5,8-tetraazatetracyclo[8.8.0.02,6.011,17]octadeca-1(10),3,5,8,11(17)-pentaene